C(C=C)(=O)N1C[C@@H](N(C[C@H]1C)C1=NC(N2C3=C(C(=CC=C13)C1=CC=CC3=CC=CC=C13)OCC2)=O)C 7-((2S,5R)-4-acryloyl-2,5-dimethylpiperazin-1-yl)-10-(naphthalen-1-yl)-2H-[1,4]oxazino[2,3,4-ij]quinazolin-5(3H)-one